CC(OCC)COC=C 3,6-dioxa-4-methyloct-7-ene